2-amino-7-benzyl-4-(pyridin-2-yl)-5H,7H-furo[3,4-d]pyrimidin-5-one NC=1N=C(C2=C(N1)C(OC2=O)CC2=CC=CC=C2)C2=NC=CC=C2